(3-(9H-carbazol-9-yl-d8)phenyl)boronic acid C1(=C(C(=C(C=2C3=C(C(=C(C(=C3N(C12)C=1C=C(C=CC1)B(O)O)[2H])[2H])[2H])[2H])[2H])[2H])[2H])[2H]